4-(5-Phenoxypyridin-3-yl)2-hydroxybenzoic acid O(C1=CC=CC=C1)C=1C=C(C=NC1)C1=CC(=C(C(=O)O)C=C1)O